ClC=1C=CC=C2C=C(NC12)C(=O)N[C@H](C(=O)N[C@@H](CC1C(NCC1)=O)C#N)C[Si](C)(C)C 7-chloro-N-((2R)-1-(((1S)-1-cyano-2-(2-oxopyrrolidin-3-yl)ethyl)amino)-1-oxo-3-(trimethylsilyl)propan-2-yl)-1H-indole-2-carboxamide